FC=1C(=NC=CC1CC=1C=NC=C(C1C)NC1=C(C=C(C=C1)C(C)C)F)NS(=O)(=O)[SH+]C 3-fluoro-4-[[5-(2-fluoro-4-isopropyl-anilino)-4-methyl-3-pyridinyl]methyl]-N-(methylsulfaniosulfonyl)pyridin-2-amine